Oxazolide O1[C-]=NC=C1